OC=1C=C(C2=CC=CC=C2C1)C1=CC=C2C(=NC(=NC2=C1)OC[C@H]1N(CCC1)C)N1[C@H]2CN(C[C@@H]1CC2)C(=O)NOC (1R,5S)-8-(7-(3-hydroxynaphthalen-1-yl)-2-(((S)-1-methylpyrrolidin-2-yl)methoxy)quinazolin-4-yl)-N-methoxy-3,8-diazabicyclo[3.2.1]octane-3-carboxamide